tert-butyl 2-(1,1-difluoropropan-2-ylidene)hydrazine-1-carboxylate FC(C(C)=NNC(=O)OC(C)(C)C)F